2,3,5,6-Tetra-(9-carbazolyl)-terephthalonitril C1=CC=CC=2C3=CC=CC=C3N(C12)C1=C(C#N)C(=C(C(=C1N1C2=CC=CC=C2C=2C=CC=CC12)C#N)N1C2=CC=CC=C2C=2C=CC=CC12)N1C2=CC=CC=C2C=2C=CC=CC12